(cis)-Methyl 2-(4-(6-(2-chloro-3,4-difluorophenyl)-5-(methoxycarbonyl)-2-(thiazol-2-yl)-3,6-dihydropyrimidin-4-yl)cyclohexyl)oxazole-4-carboxylate ClC1=C(C=CC(=C1F)F)C1C(=C(NC(=N1)C=1SC=CN1)[C@H]1CC[C@H](CC1)C=1OC=C(N1)C(=O)OC)C(=O)OC